1-(4-bromobenzoyl)-6-(trifluoromethyl)indoline-2,3-dione BrC1=CC=C(C(=O)N2C(C(C3=CC=C(C=C23)C(F)(F)F)=O)=O)C=C1